C(C)C1(COC1)COC(CCCO)=O 3-ethyl-3-(4-hydroxybutyroxymethyl)oxetane